8-((2-fluoro-4-iodophenyl)amino)-5,7-dimethyl-3,4-dihydro-2,7-naphthyridine-1,6(2H,7H)-dione FC1=C(C=CC(=C1)I)NC=1N(C(C(=C2CCNC(C12)=O)C)=O)C